N[C@@H](CCS)C(=O)O |r| DL-Homocystein